C(N)(=O)C=1C=C(C=CC1)NC(C1=C(C=C(C=C1)OC)OC1=C(C=C(C=C1)F)C)=O N-(3-carbamoylphenyl)-2-(4-fluoro-2-methylphenoxy)-4-methoxybenzamide